C1(CC1)C(C1=CC(=CC(=C1)F)F)(F)F 1-(cyclopropyldifluoromethyl)-3,5-difluorobenzene